CN1C(CC(CC1)C(=O)O)=O 1-methyl-2-oxopiperidin-4-carboxylic acid